NC=1C(=CC(=C(OCCCN2CCC(CC2)N2C3=NC(=NC=C3N(C2=O)C)Cl)C1)Cl)C 9-(1-(3-(5-amino-2-chloro-4-methylphenoxy)propyl)piperidin-4-yl)-2-chloro-7-methyl-7,9-dihydro-8H-purin-8-one